(3S)-tert-butyl 6-(2-(1-(dimethylamino) propan-2-yl)benzo[d]thiazol-5-yl)-3-methyl-3,4-dihydropyridine-1(2H)-carboxylate CN(CC(C)C=1SC2=C(N1)C=C(C=C2)C2=CC[C@@H](CN2C(=O)OC(C)(C)C)C)C